N[C@@H](C(C)C)C(=O)N1CC(N(CC1)C1=CC(=CC=C1)C=1C(=C2C(=NC1)NC=C2CC)Cl)=O 4-(L-valyl)-1-(3-(4-chloro-3-ethyl-1H-pyrrolo[2,3-b]pyridin-5-yl)phenyl)piperazin-2-one